tert-Butyl (S)-2-(5-(3-phenylpropyl)-1,3,4-oxadiazol-2-yl)piperidine-1-carboxylate C1(=CC=CC=C1)CCCC1=NN=C(O1)[C@H]1N(CCCC1)C(=O)OC(C)(C)C